[K+].C(CCCCCCC\C=C/CCCCCCCC)N[C@@H](CC(=O)O)C(=O)[O-] N-oleylaspartic acid, monopotassium salt